tert-butyl (1R,4R)-5-((3-acetyl-7-bromo-6-(2-cyanoethyl)-8-fluoro-2-(methylthio)quinolin-4-yl)amino)-2-azabicyclo[2.1.1]hexane-2-carboxylate C(C)(=O)C=1C(=NC2=C(C(=C(C=C2C1NC1[C@H]2CN([C@@H]1C2)C(=O)OC(C)(C)C)CCC#N)Br)F)SC